2-[(3R)-1-tert-Butoxycarbonylpyrrolidin-3-yl]-3-(6-chloro-3-pyridinyl)propionic acid C(C)(C)(C)OC(=O)N1C[C@H](CC1)C(C(=O)O)CC=1C=NC(=CC1)Cl